C1[C@@H]2N(CCN1C1=CC=C(N=N1)N)CCC2 (R)-6-(hexahydropyrrolo[1,2-a]pyrazin-2(1H)-yl)pyridazin-3-amine